ClC1=CC=C(CCBr)C=C1 4-chlorophenethyl bromide